epoxycyclohexyl-ethyltriethoxysilane C12(C(CCCC1)O2)C(C)O[Si](OCC)(OCC)CC